N1C[C@@H](CCC1)C(=O)OCC ethyl (R)-3-piperidinecarboxylate